((3aR,4R,6R,6aR)-6-(4-(hydroxyamino)-2-oxopyrimidin-1(2H)-yl)-2-oxotetrahydrofuro[3,4-d][1,3]dioxol-4-yl)methyl L-alaninate N[C@@H](C)C(=O)OC[C@H]1O[C@H]([C@@H]2OC(O[C@@H]21)=O)N2C(N=C(C=C2)NO)=O